1-(1-benzylcyclohexyl)methanamine C(C1=CC=CC=C1)C1(CCCCC1)CN